C1(CCCCCN1)=O (R)-epsilon-caprolactam